NCC(C[Si](C)(C)OCCCC)C 3-amino-2-methylpropyl(butoxydimethylsilane)